bicyclo(5.4.0)undecene C12=CCCCCC2CCCC1